ClC1=C(C(=O)NC=2C=NC(=C(C2)Cl)N2CC3(CCOC3=O)CC2)C=C(C(=C1)C1=C(C=NC=C1)C#C)F 2-chloro-N-(5-chloro-6-(1-oxo-2-oxa-7-azaspiro[4.4]nonan-7-yl)pyridin-3-yl)-4-(3-ethynylpyridin-4-yl)-5-fluorobenzamide